C(C)(C)OC1=NC(=CC=C1NC(=O)C=1C(=NOC1C)C1=CC=CC=C1)C=1C=NOC1 N-(2-isopropoxy-6-(isoxazol-4-yl)pyridin-3-yl)-5-methyl-3-phenylisoxazole-4-carboxamide